N-[6-(3-aminoazetidin-1-yl)pyrido[3,2-d]pyrimidin-4-yl]-1,2-benzothiazol-6-amine NC1CN(C1)C=1C=CC=2N=CN=C(C2N1)NC1=CC2=C(C=NS2)C=C1